(4R)-4-methyl-2-(1-methylpyrazolo[3,4-b]pyridin-4-yl)-6-[[(21S)-1-methylpiperazin-2-yl]methoxy]-3,4-dihydro-1H-isoquinoline C[C@H]1CN(CC2=CC=C(C=C12)OCC1N(CCNC1)C)C1=C2C(=NC=C1)N(N=C2)C